((2,3-bis((9z,12z)-octadeca-9,12-dien-1-yloxy)propyl)disulfanyl)-N,N-dimethylethylamine C(CCCCCCC\C=C/C\C=C/CCCCC)OC(CSSC(C)N(C)C)COCCCCCCCC\C=C/C\C=C/CCCCC